4-methoxynicotinonitrile COC1=CC=NC=C1C#N